CC(=CC(=O)OCCOCCO)C diethylene glycol di(methyl)acrylate